N1-(beta-D-ribofuranosyl)-3-aminocarbonylpyridinium bromide [Br-].[C@@H]1([C@H](O)[C@H](O)[C@H](O1)CO)[N+]1=CC(=CC=C1)C(=O)N